C1=CC(=CC=C1C[C@@H](C(=O)O)N)OCC[18F] 18F-fluoroethyltyrosine